iron, hydrochloride Cl.[Fe]